ethyl 6-(5-{[(2,6-dimethyl-4-pyridyl)methyl]carbamoyl}-3-(3,4,5-trifluorophenyl)-4-pyridyl)-1,6-diaza-1-spiro[3.4]octanecarboxylate CC1=NC(=CC(=C1)CNC(=O)C=1C(=C(C=NC1)C1=CC(=C(C(=C1)F)F)F)N1CC2(CCN2C(=O)OCC)CC1)C